N-((1s,3s)-3-((4-methoxy-5-(pyrazolo[1,5-a]pyridin-5-yl)pyrrolo[2,1-f][1,2,4]triazin-2-yl)amino)-1-methylcyclobutyl)acetamide COC1=NC(=NN2C1=C(C=C2)C2=CC=1N(C=C2)N=CC1)NC1CC(C1)(C)NC(C)=O